C(#N)C1=CC(=CC2=C1SC(=C2)C=2SC(=C(N2)C)C(=O)O)C(CF)CF 2-(7-cyano-5-(1,3-difluoropropan-2-yl)benzo[b]thiophen-2-yl)-4-methylthiazole-5-carboxylic acid